O=C1NC=2CCCCC2C=C1C(=O)NC\C=C/S(=O)(=O)C(C)C 2-oxo-N-[(2Z)-3-(propane-2-sulfonyl)prop-2-en-1-yl]-1,2,5,6,7,8-hexahydroquinoline-3-carboxamide